2,4-bis(2-bromophenyl)dibenzo[b,d]Thiophene BrC1=C(C=CC=C1)C1=CC2=C(SC3=C2C=CC=C3)C(=C1)C1=C(C=CC=C1)Br